methyl 4-acetamido-1-(1-methylcyclopropyl)-6-oxo-1,6-dihydropyridine-3-carboxylate C(C)(=O)NC=1C(=CN(C(C1)=O)C1(CC1)C)C(=O)OC